1-(4-(difluoromethoxy)phenyl)ethanone FC(OC1=CC=C(C=C1)C(C)=O)F